ethyl p-dimethylaminobenzoate (ethyl 4-dimethylaminobenzoate) C(C)C1=C(C(=O)O)C=CC(=C1)N(C)C.CN(C1=CC=C(C(=O)OCC)C=C1)C